C[C@@H]1CO1 r-(2,3-epoxypropane)